COC1=C(C=CC(=C1)OC)C=1C=C2CC(C(C2=CC1)NC(O[C@@H]1CN2CCC1CC2)=O)(C)C (S)-quinuclidin-3-yl (5-(2,4-dimethoxyphenyl)-2,2-dimethyl-2,3-dihydro-1H-inden-1-yl)carbamat